3,6-dichloro-4-methylpyridazinium ClC=1N=[NH+]C(=CC1C)Cl